S1NN(C=C1)C(=O)O thiadiazole-3-carboxylic acid